(9H-fluoren-9-yl)methyl (2-(4-((4-(4,4-dimethylcyclohexyl)phenyl)amino)cyclohexyl) propan-2-yl)carbamate CC1(CCC(CC1)C1=CC=C(C=C1)NC1CCC(CC1)C(C)(C)NC(OCC1C2=CC=CC=C2C=2C=CC=CC12)=O)C